2-(5-(1-(3,5-Dichloropyridin-4-yl)ethoxy)-1H-indazol-3-yl)-4,6-dihydropyrrolo[3,4-d]Imidazole-5(1H)-carboxylate ClC=1C=NC=C(C1C(C)OC=1C=C2C(=NNC2=CC1)C1=NC2=C(N1)CN(C2)C(=O)[O-])Cl